p-tolyl (5-methyl-2-phenylpyridin-3-yl)carbamate CC=1C=C(C(=NC1)C1=CC=CC=C1)NC(OC1=CC=C(C=C1)C)=O